Cl.OC(CN1CCC(CC1)CN1N=CC=C(C1=O)C1=CC=CC=C1)C1=CC=CC=C1 2-((1-(2-Hydroxy-2-phenylethyl)piperidin-4-yl)methyl)-4-phenylpyridazin-3(2H)-on Hydrochlorid